methyl (2S,11S)-12-oxo-11-(2,2,2-trifluoroacetamido)-1-azatricyclo[6.4.1.0[4,13]]trideca-4(13),5,7-triene-2-carboxylate O=C1[C@H](CCC2=CC=CC=3C[C@H](N1C32)C(=O)OC)NC(C(F)(F)F)=O